C1(CC1)[C@]1(CNCN1)CCC(=O)N1CC2=CC=CC(=C2C1)F (S)-5-cyclopropyl-5-(3-(4-fluoroisoindolin-2-yl)-3-oxopropyl)imidazolidine